C(C(C)C)OC(=O)C=1C(=NC=NC1)C1=CN(C2=CC=CC=C12)C 4-(1-methyl-1H-indol-3-yl)pyrimidine-5-carboxylic acid isobutyl ester